6,9,12,15-hexadecanetetraenoic acid C(CCCCC=CCC=CCC=CCC=C)(=O)O